C(C)(=O)C1=CN(C2=C(C(=C(C=C12)C=1C=NC(=NC1)C)F)C)CC(=O)N1[C@@H]2C[C@@]2(C[C@H]1C(=O)NC1=NC(=CC=C1C)Br)C (1R,3S,5R)-2-(2-(3-acetyl-6-fluoro-7-methyl-5-(2-methylpyrimidin-5-yl)-1H-indol-1-yl)acetyl)-N-(6-bromo-3-methylpyridin-2-yl)-5-methyl-2-azabicyclo[3.1.0]hexane-3-carboxamide